FC1=CC(=C(C=C1)C1=C(C=C(C=C1)F)Br)Br 4,4'-difluoro-2,2'-dibromo-biphenyl